7-[(2R,3R)-2-hydroxy-6-phenylhexan-3-yl]-5-methylimidazo[5,1-f][1,2,4]triazin-4(3H)-one O[C@H](C)[C@H](CCCC1=CC=CC=C1)C1=NC(=C2C(NC=NN21)=O)C